BrC=1C=C2C(=NN(C(C2=CC1)=O)CC(=O)NC1=NC=C(C=N1)F)OC(F)C1CC1 2-[6-bromo-4-[cyclopropyl(fluoro)methoxy]-1-oxophthalazin-2-yl]-N-(5-fluoropyrimidin-2-yl)acetamide